methyl 6-bromo-1-(bis(pyridin-2-yl) methyl)-1H-indole-4-carboxylate BrC=1C=C(C=2C=CN(C2C1)C(C1=NC=CC=C1)C1=NC=CC=C1)C(=O)OC